3-((4-(5-(tert-butylsulfonyl)pyrazolo[1,5-a]pyridin-3-yl)-6-fluoropyridin-2-yl)amino)propan-1-ol C(C)(C)(C)S(=O)(=O)C1=CC=2N(C=C1)N=CC2C2=CC(=NC(=C2)F)NCCCO